C1(CCCCC1)S(=O)(=O)O\N=C(\C1=CC=CC=C1)/C#N (Z)-N-(cyclohexylsulfonyloxy)iminobenzyl cyanide